trans-N-(8-amino-6-(2-oxo-2,3-dihydro-1H-benzo[d]imidazol-1-yl)isoquinolin-3-yl)-2-cyanocyclopropane-1-carboxamide NC=1C=C(C=C2C=C(N=CC12)NC(=O)[C@H]1[C@@H](C1)C#N)N1C(NC2=C1C=CC=C2)=O